COC1=C(C2=C(OCCO2)C=C1)S(=O)(=O)Cl 6-Methoxy-2,3-dihydrobenzo[b][1,4]dioxine-5-sulfonyl chloride